FC(C1=CC=C(C=N1)N1N=NC(=C1COC=1C=C2CCN(CC2=CN1)C(=O)OC(C)(C)C)C)F tert-butyl 6-({1-[6-(difluoromethyl)pyridin-3-yl]-4-methyl-1H-1,2,3-triazol-5-yl}methoxy)-1,2,3,4-tetrahydro-2,7-naphthyridine-2-carboxylate